CC(=O)N[C@@H]1[C@H]([C@H]([C@H](O[C@H]1O)CO)O)O β-N-acetylgalactosamine